C(C)(C)C(C(=O)OCC(C)C)C(C(=O)OCC(C)C)C(C)C diisobutyl 2,3-diisopropylsuccinate